2-(4-cyclopropyl-6-methoxypyrimidin-5-yl)-4-(4-(1-(methyl-d3)-4-(trifluoromethyl)-1H-imidazol-2-yl)benzyl)oxazolo[5,4-c]pyridine C1(CC1)C1=NC=NC(=C1C=1OC=2C(=NC=CC2N1)CC1=CC=C(C=C1)C=1N(C=C(N1)C(F)(F)F)C([2H])([2H])[2H])OC